2-amino-5-(5',6'-dihydrospiro[azetidine-3,4'-pyrrolo[1,2-b]pyrazol]-2'-yl)pyridine-3-carbonitrile NC1=NC=C(C=C1C#N)C=1C=C2N(N1)CCC21CNC1